CC1=C(C2=C(C(N(C=C2C#CC(C(F)(F)F)(C2=CC=CC=C2)O)C)=O)N1)C(=O)OCC ethyl 2,6-dimethyl-7-oxo-4-(4,4,4-trifluoro-3-hydroxy-3-phenyl-but-1-ynyl)-1H-pyrrolo[2,3-c]pyridine-3-carboxylate